COC(CNC(=O)C1=CC(=NN1)C1=CC=C(C=C1)[N+](=O)[O-])OC N-(2,2-dimethoxyethyl)-3-(4-nitrophenyl)-1H-pyrazole-5-carboxamide